1-hydroxy-N-isobutyl-7-((tetrahydro-2H-pyran-4-yl)methoxy)-N-(4-(trifluoromethyl)phenyl)-2,3-dihydro-1H-indene-4-sulfonamide OC1CCC=2C(=CC=C(C12)OCC1CCOCC1)S(=O)(=O)N(C1=CC=C(C=C1)C(F)(F)F)CC(C)C